O=C1NC(CCC1N1C(N(C2=C1C=CC(=C2)CCCOCCCNC(OC(C)(C)C)=O)C)=O)=O Tert-butyl N-(3-[3-[1-(2,6-dioxopiperidin-3-yl)-3-methyl-2-oxo-2,3-dihydro-1H-1,3-benzodiazol-5-yl]propoxy]propyl)carbamate